(R)-N-(3-(1-(4-methyl-4H-1,2,4-triazol-3-yl)propan-2-yl)phenyl)-2,3-dihydro-4H-pyrido[3,2-b][1,4]oxazine-4-carboxamide CN1C(=NN=C1)C[C@@H](C)C=1C=C(C=CC1)NC(=O)N1C2=C(OCC1)C=CC=N2